N[C@H]1C[C@H](N(C1)C1=C(C=CC(=C1)C=1C=NC=CC1C#N)NC(=O)C1=NC(=NC=C1)C1=C(C=C(C=C1OC)C)F)CO N-(2-((2S,4S)-4-amino-2-(hydroxymethyl)pyrrolidin-1-yl)-4-(4-cyanopyridin-3-yl)phenyl)-2-(2-fluoro-6-methoxy-4-methylphenyl)pyrimidine-4-carboxamide